ClC=1C=C(CN2CC3C(C2)CN(C3)C(=O)N3N=C(C=C3)NC(C)=O)C=C(C1)N1CCCC1 N-(1-(5-(3-Chloro-5-(pyrrolidin-1-yl)benzyl)octahydropyrrolo[3,4-c]pyrrole-2-carbonyl)-1H-pyrazol-3-yl)acetamide